FC=1C=CC(=C(C1)C=1C(=CC2=C(NC(=N2)NC=2C=C(C(=O)NO)C=CC2)C1)C(F)(F)F)CO 3-((6-(5-fluoro-2-(hydroxymethyl)phenyl)-5-(trifluoromethyl)-1H-benzo[d]imidazol-2-yl)amino)-N-hydroxybenzamide